6-(4-methoxyphenyl)-2-(4-(trifluoromethoxy)benzyl)pyridazin-3(2H)-one COC1=CC=C(C=C1)C=1C=CC(N(N1)CC1=CC=C(C=C1)OC(F)(F)F)=O